6,9-dibromo-1-(4-(tert-butyl)phenyl)-2-(pyridin-4-yl)-1H-phenanthro[9,10-d]imidazole BrC=1C=CC2=C(C1)C1=CC(=CC=C1C=1N(C(=NC12)C1=CC=NC=C1)C1=CC=C(C=C1)C(C)(C)C)Br